N1(CCN(CC1)C(=O)OCC[Si](C)(C)C)C(=O)OC(C)(C)C 1-tert-butyl 4-[2-(trimethylsilyl)ethyl] piperazine-1,4-dicarboxylate